6-(3-(10H-phenothiazin-10-yl)propoxy)indoline-2-one C1=CC=CC=2SC3=CC=CC=C3N(C12)CCCOC1=CC=C2CC(NC2=C1)=O